C1NCC12CCC(CC2)OC2CCN(CC2)C(=O)OCC2=CC=CC=C2 benzyl 4-{2-azaspiro[3.5]nonan-7-yloxy}piperidine-1-carboxylate